BrC1=CC=C2C(C(=CN(C2=C1)C(C)C)O)=O 7-bromo-3-hydroxy-1-isopropylquinolin-4(1H)-one